5-(2-(3-hydroxyazetidin-1-yl)-2-oxo-1-phenylethyl)-1,5-dihydro-4H-pyrazolo[3,4-d]pyrimidin-4-one OC1CN(C1)C(C(C1=CC=CC=C1)N1C=NC2=C(C1=O)C=NN2)=O